C(C=C)(=O)[O-].[Cl-].C(C)[N+](C)(C)C.C(C)[N+](C)(C)C ethyl-trimethyl-ammonium chloride acrylate